2,5-dichloro-3-fluorobenzene ClC1=CC=C(C=C1F)Cl